2-(chloromethyl)-9-methyl-7-((1-methyl-1H-pyrazol-3-yl)methyl)thiazolo[3',2':1,5]pyrrolo[2,3-d]pyridazin-8(7H)-one ClCC1=CN2C(=C(C3=C2C=NN(C3=O)CC3=NN(C=C3)C)C)S1